C1(=CC=CC=C1)C1CCC=2N1C1=C(N2)C=CC(=C1)C1=CC=C(C(=O)N)C=C1 4-(1-phenyl-2,3-dihydro-1H-benzo[d]pyrrolo[1,2-a]imidazol-7-yl)benzamide